5-Methoxy-1-methyl-2-(trifluoromethyl)-N-(4-(trifluoromethyl)phenyl)-1H-imidazo[4,5-b]pyrazin-6-amin COC=1N=C2C(=NC1NC1=CC=C(C=C1)C(F)(F)F)N(C(=N2)C(F)(F)F)C